4-(4-amino-6-(4-(2-fluoroacrylamido)phenyl)pyrazolo[5,1-f][1,2,4]triazin-5-yl)-N-(2,2-difluoropropyl)-2-methoxybenzamide NC1=NC=NN2C1=C(C(=N2)C2=CC=C(C=C2)NC(C(=C)F)=O)C2=CC(=C(C(=O)NCC(C)(F)F)C=C2)OC